N-(4-hydroxy-1H-benzo[d]imidazol-2-yl)-6,7-dimethyl-3-oxo-4-((2S,3S,4R)-2,3,4,5-Tetrahydroxypentyl)-3,4-dihydroquinoxaline-2-carboxamide OC1=CC=CC=2NC(=NC21)NC(=O)C2=NC1=CC(=C(C=C1N(C2=O)C[C@@H]([C@@H]([C@@H](CO)O)O)O)C)C